(4-oxohexanoyl)glycinate O=C(CCC(=O)NCC(=O)[O-])CC